FC=1C(=C2C=CC=NC2=CC1)CC(=O)O 2-(6-Fluoroquinoline-5-yl)acetic acid